C(C)(=O)NCCN(CC[C@@H](C(=O)O)NC1=NC(=NC=C1)C1=CC=CC=C1)CCCCC1=NC=2NCCCC2C=C1 (S)-4-((2-acetamidoethyl)(4-(5,6,7,8-tetrahydro-1,8-naphthyridin-2-yl)butyl)amino)-2-((2-phenylpyrimidin-4-yl)amino)butanoic acid